NC(C=CC(=O)O)CF 4-Amino-5-Fluoro-2-Pentenoic Acid